3,4-dichloro-5-hydroxy-1-(2-morpholinoethyl)-1H-pyrrol-2(5H)-one ClC=1C(N(C(C1Cl)O)CCN1CCOCC1)=O